cyclohexenetetraol C1(C(C=CCC1)(O)O)(O)O